ethyl 5,7-dihydroxypyrazolo[1,5-a]pyrimidine-2-carboxylate OC1=NC=2N(C(=C1)O)N=C(C2)C(=O)OCC